C1(CC1)C1=CN=C2C(=N1)N(N=C2NCC2=NC1=C(N2)C=CC=C1OC(F)(F)F)C1CCN(CC1)C 6-cyclopropyl-1-(1-methylpiperidin-4-yl)-N-{[4-(trifluoromethoxy)-1H-benzimidazol-2-yl]methyl}-1H-pyrazolo[3,4-b]pyrazin-3-amine